FC=1C=C(C=CC1)CC=1SC(=CN1)C(=O)OCC ethyl 2-[(3-fluorophenyl)methyl]thiazole-5-carboxylate